alpha-furyl-propanol O1C(=CC=C1)C(CC)O